O=C1N(C(C2=CC(=CC=C12)C1=NN=NN1)=O)C=1C=C(C=CC1C(=O)N)C1=CC=CC=C1 3-[1,3-Dioxo-5-(1H-tetrazol-5-yl)-1,3-dihydroisoindol-2-yl]biphenyl-4-carboxylic acid amide